ClC=1C(N(C(=CC1OCC1=NC=C(C=C1F)F)C)C1=C(C(=NC=C1C)N1N=C(C=C1)C(C)(C)O)C)=O 3-chloro-4-[(3,5-difluoropyridin-2-yl)methoxy]-2'-[3-(2-hydroxypropan-2-yl)pyrazol-1-yl]-3',5',6-trimethyl-[1,4'-bipyridin]-2-one